BrC=1C=CC(=NC1)N1CCC2(CCN(C2)C(=O)OC(C)(C)C)CC1 tert-butyl 8-(5-bromopyridin-2-yl)-2,8-diazaspiro[4.5]decane-2-carboxylate